2-((S)-1-acryloyl-4-(6-((5-methyl-1H-indazol-4-yl)methyl)-2-(((S)-1-methylpyrrolidin-2-yl)methoxy)-6,7-dihydro-5H-pyrrolo[3,4-d]pyrimidin-4-yl)piperazin-2-yl)acetonitrile C(C=C)(=O)N1[C@H](CN(CC1)C=1C2=C(N=C(N1)OC[C@H]1N(CCC1)C)CN(C2)CC2=C1C=NNC1=CC=C2C)CC#N